OC1=C2C(C=C(OC2=C(C(=C1)OC)OC)C1=C(C(=CC=C1)OC)OC)=O 5-hydroxy-7,8,2',3'-tetramethoxyflavone